2-Ethyladipic acid ammonium salt [NH4+].C(C)C(C(=O)[O-])CCCC(=O)[O-].[NH4+]